(R)-5-(6-(5-methyl-6,7-dihydro-5H-pyrrolo[2,1-c][1,2,4]triazol-3-yl)pyridin-2-yl)-2-(pyrazin-2-yl)-5,6-dihydropyrrolo[3,4-c]pyrazol-4(2H)-one C[C@@H]1CCC2=NN=C(N21)C2=CC=CC(=N2)N2CC1=NN(C=C1C2=O)C2=NC=CN=C2